COC(CC[C@H]1C=2N(C3=C(C(=N1)C1=NC=CC=C1)C=C(C=C3)Br)C(=CN2)C)=O.N2N=CC=CC3=C2C=CC=C3 Benzodiazepin Methyl-3-[(4S)-8-bromo-1-methyl-6-(pyridin-2-yl)-4H-imidazo[1,2-a][1,4]benzodiazepin-4-yl]propanoat